C(\C=C/C(=O)O)(=O)N.C(\C=C/C(=O)O)(=O)N dimaleic acid amide